CN(C/C=C/C(=O)N1CC=2N([C@@H](C1)CC(=O)N)N=C(C2C2=CC=NC=C2)C2=CC=C(C=C2)F)C |r| 2-[(7RS)-5-[(2E)-4-(dimethylamino)but-2-enoyl]-2-(4-fluorophenyl)-3-(pyridin-4-yl)-4,5,6,7-tetrahydropyrazolo[1,5-a]pyrazin-7-yl]acetamide